1-(1H-indol-3-yl)-3-(4-(pyridin-2-ylmethyl)-3,4-dihydro-2H-benzo[b][1,4]thiazin-7-yl)urea N1C=C(C2=CC=CC=C12)NC(=O)NC=1C=CC2=C(SCCN2CC2=NC=CC=C2)C1